C(C)OC(=O)C1=C(N=C(S1)NC1=NC(=CC(=N1)NCC1=C(C=CC=C1)OCC)N1CCNCC1)C 2-[[4-[[(2-ethoxyphenyl)methyl]amino]-6-(1-piperazinyl)-2-pyrimidinyl]amino]-4-methyl-5-thiazolecarboxylic acid ethyl ester